ClC1=CC=C2C(NC(N(C2=C1)C1=NC=CC=C1)=O)=O 7-chloro-1-(pyridin-2-yl)quinazoline-2,4(1H,3H)-dione